C(CC=CCC)(=O)[O-] 3-Hexenoate